N-methyl-6-(trifluoromethyl)pyridin-3-amine CNC=1C=NC(=CC1)C(F)(F)F